N[C@H](C(=O)NC1=NC=CC(=C1)C(CC(F)(F)F)NC(CCC(F)(F)F)=O)C1CCC(CC1)(F)F N-(1-(2-((S)-2-amino-2-(4,4-difluorocyclohexyl)acetamido)pyridin-4-yl)-3,3,3-trifluoropropyl)-4,4,4-trifluoro-butanamide